Cl.N1=C(C=CC=C1)C(=O)N picolinamide hydrochloride salt